N-(3-cyclopropyl-1-ethyl-1H-pyrazol-5-yl)-4-methyl-3-[2-(pyridin-3-yl)ethynyl]benzamide C1(CC1)C1=NN(C(=C1)NC(C1=CC(=C(C=C1)C)C#CC=1C=NC=CC1)=O)CC